N-butoxymethyl-2-chloro-2',6'-dimethyl-2-[5-(trifluoromethyl)-1,3,4-thiadiazol-2-yloxy]acetanilide C(CCC)OCN(C1=C(C=CC=C1C)C)C(C(OC=1SC(=NN1)C(F)(F)F)Cl)=O